(1-(Pent-2-yn-1-yl)-cyclohexyl)-methanol C(C#CCC)C1(CCCCC1)CO